3-[(2S)-2-azetidinylmethoxy]-pyridine N1[C@@H](CC1)COC=1C=NC=CC1